(R)-N'-((3-(2-cyclopropoxypyridin-4-yl)bicyclo[4.2.0]octa-1(6),2,4-trien-2-yl)carbamoyl)-6,7-dihydro-5H-pyrazolo[5,1-b][1,3]oxazine-3-sulfonimidamide C1(CC1)OC1=NC=CC(=C1)C1=C(C=2CCC2C=C1)NC(=O)N=[S@](=O)(N)C=1C=NN2C1OCCC2